FC=1C=C(C=C(C1)F)C1C(C(N(C1)C)=O)C(=O)NC1=C(C(=CC=C1)F)C(F)(F)F 4-(3,5-difluorophenyl)-N-[3-fluoro-2-(trifluoromethyl)phenyl]-1-methyl-2-oxo-pyrrolidine-3-carboxamide